CN(C(=O)C1=CC=C(C=C1)C=1C=CC=CC1)C 3-[4-(dimethylcarbamoyl)phenyl]benzene